ClC=1C=C2N(C(C=3N(C2=CC1)C=CN3)=O)C3=C(C=CC=C3)Cl 7-Chloro-5-(2-chlorophenyl)imidazo[1,2-a]quinoxalin-4(5H)-one